Sodium Salicylate C(C=1C(O)=CC=CC1)(=O)[O-].[Na+]